N-[2-(6-chloropyridin-2-yl)-5-(2,6-difluoro-4-methoxyphenyl)-1-methyl-3-oxo-2,3-dihydro-1H-pyrazol-4-yl]-4-(difluoromethoxy)benzamide ClC1=CC=CC(=N1)N1N(C(=C(C1=O)NC(C1=CC=C(C=C1)OC(F)F)=O)C1=C(C=C(C=C1F)OC)F)C